3-{5-[4-(8-methoxy-2H-chromen-3-yl)-1,2,3-triazol-1-yl]-1-oxo-3H-isoindol-2-yl}piperidine-2,6-dione COC=1C=CC=C2C=C(COC12)C=1N=NN(C1)C=1C=C2CN(C(C2=CC1)=O)C1C(NC(CC1)=O)=O